Cl.Cl.C(C)OC([C@H](CC(C)C)NC([C@H](CCC1=NC2=C(N1C)C=CC(=C2)N(CCCl)CCCl)N)=O)=O (2S)-2-[[(2S)-2-amino-4-[5-[bis(2-chloroethyl)amino]-1-methyl-benzimidazol-2-yl]butanoyl]amino]-4-methyl-pentanoic acid ethyl ester dihydrochloride